FC=1C=C(\C=N\S(=O)C(C)(C)C)C=CC1 (E)-N-(3-fluorobenzylidene)-2-methylpropane-2-sulfinamide